2-{bicyclo[2.2.1]hept-2-en-2-yl}-4,4,5,5-tetramethyl-1,3,2-dioxaborolane C12C(=CC(CC1)C2)B2OC(C(O2)(C)C)(C)C